ClC=1C(=C(C=C(C1)CC)N1CCN(CC1)C[C@H](CCNC(=O)C=1NC2=CC=CC=C2C1)O)OC (S)-N-(4-(4-(3-chloro-5-ethyl-2-methoxyphenyl)piperazin-1-yl)-3-hydroxybutyl)-1H-indole-2-carboxamide